N-(2-Ethylphenyl)-6-morpholin-4-yl-N1-p-tolyl-[1,3,5]triazine-2,4-diamine C(C)C1=C(C=CC=C1)NC1N(C(=NC(=N1)N)N1CCOCC1)C1=CC=C(C=C1)C